FC1(C2OC2CCC1)F 2,2-Difluoro-7-oxabicyclo[4.1.0]heptane